N,N,3-trimethyl-1H-indole-6-carboxamide CN(C(=O)C1=CC=C2C(=CNC2=C1)C)C